tetrabromobisphenol a diphosphate OP(O)(=O)OP(=O)(O)O.BrC1=C(C(=C(C(=C1O)Br)Br)C(C)(C)C1=CC=C(C=C1)O)Br